6-fluoro-4-[3-fluoro-N-(2,2,2-trifluoroethyl)-5-[2-[1-(trifluoromethyl)cyclopropyl]ethynyl]anilino]-1H-quinazolin-2-one FC=1C=C2C(=NC(NC2=CC1)=O)N(C1=CC(=CC(=C1)C#CC1(CC1)C(F)(F)F)F)CC(F)(F)F